methyl 2-[6-bromo-4-(cyclobutoxy)-1-oxo-phthalazin-2-yl]acetate BrC=1C=C2C(=NN(C(C2=CC1)=O)CC(=O)OC)OC1CCC1